2-(3-Nitrobenzoyl)-2,7-diazaspiro[4.5]decane-6,8-dione [N+](=O)([O-])C=1C=C(C(=O)N2CC3(CC2)C(NC(CC3)=O)=O)C=CC1